C(CCCCCC\C=C/C\C=C/CCCCC)C(O[Si](OCCCCCCN(CCO)CCO)(C)C)OCCCCCCCC\C=C/C\C=C/CCCCC (23Z,26Z)-13-((8Z,11Z)-heptadeca-8,11-dien-1-yl)-3-(2-hydroxyethyl)-11,11-dimethyl-10,12,14-trioxa-3-aza-11-siladotriaconta-23,26-dien-1-ol